6-{4-[(7-bromo-6-oxo-5H-1,5-naphthyridin-3-yl)methyl]piperazin-1-yl}pyridine-3-carbonitrile BrC=1C(NC=2C=C(C=NC2C1)CN1CCN(CC1)C1=CC=C(C=N1)C#N)=O